Propylene Glycol Carbonat C(O)(O)=O.C(C(C)O)O